C(C)N1N=CC(=C1)NC=1N=C(C2=C(N1)NC=C2)N[C@@H]2CC[C@@H](N(C2)C(C=C)=O)C 1-((2S,5R)-5-((2-((1-ethyl-1H-pyrazol-4-yl)amino)-7H-pyrrolo[2,3-d]pyrimidin-4-yl)amino)-2-methylpiperidin-1-yl)prop-2-en-1-one